C(C)(C)(C)OC(=O)N1C(CNCC1)C=1C=C2C(=NC1)N(C=C2Br)C (3-bromo-1-methyl-pyrrolo[2,3-b]pyridin-5-yl)piperazine-1-carboxylic acid tert-butyl ester